C1(CC1)CNCC[C@H]1[C@@H]([C@H](CC=2NC3=CC=C(C=C3C12)F)C1=CC=C(C=C1)C)N (2R,3R,4R)-4-{2-[(Cyclopropylmethyl)amino]ethyl}-6-fluoro-2-(4-methylphenyl)-2,3,4,9-tetrahydro-1H-carbazol-3-amine